[Na+].C(C)OC(C1=CC=C(C(=O)[O-])C=C1)=O.FC(SC=1C=C(C=CC1)Br)(F)F 3-(trifluoromethylthio)bromobenzene monoethyl-terephthalate sodium salt